(3R)-2-(3,4-dihydroxyphenyl)chroman-3,5,7-triol OC=1C=C(C=CC1O)C1OC=2C=C(C=C(C2C[C@H]1O)O)O